BrC=1N=CN(C1C=1C=NC=CC1)C 3-(4-Bromo-1-methyl-1H-imidazol-5-yl)pyridine